FC([C@@H](C)OC(=O)C1=C(N=C(S1)NC(=O)C1CC(C1)NC1=NC=CC2=CC=C(C=C12)C1=NOC(=N1)C)C)(F)F [(1R)-2,2,2-trifluoro-1-methyl-ethyl]4-methyl-2-[[3-[[7-(5-methyl-1,2,4-oxadiazol-3-yl)-1-isoquinolyl]amino]cyclobutanecarbonyl]amino]thiazole-5-carboxylate